ClC1=CN=C2N1C=C(C=C2C(=O)N)CN2C[C@H](CCC2)C (S)-3-chloro-6-((3-methylpiperidin-1-yl)methyl)imidazo[1,2-a]pyridine-8-carboxamide